(S)-N-(5-(cyclopropylmethoxy)pyrimidin-2-yl)-2-((S)-4,4-difluoro-3-(6-oxo-1,6-dihydropyridin-3-yl)piperidin-1-yl)propionamide C1(CC1)COC=1C=NC(=NC1)NC([C@H](C)N1C[C@@H](C(CC1)(F)F)C1=CNC(C=C1)=O)=O